2,5-diaminomethylfuran NCC=1OC(=CC1)CN